ethyl 2-(2-aminopyrimidin-5-yl)-2,2-difluoroacetate NC1=NC=C(C=N1)C(C(=O)OCC)(F)F